OCCN1CCNCC1 N-(2-hydroxy-ethyl)piperazine